(S)-N-(4-(3-((2S,6R)-2,6-dimethylmorpholino)phenyl)thiazol-2-yl)-1-(3-(isopropylsulfonyl)benzoyl)azetidine-2-carboxamide C[C@@H]1O[C@@H](CN(C1)C=1C=C(C=CC1)C=1N=C(SC1)NC(=O)[C@H]1N(CC1)C(C1=CC(=CC=C1)S(=O)(=O)C(C)C)=O)C